COC=1C=C(N)C=CC1N1CC(N(CC1)C)(C)C 3-methoxy-4-(3,3,4-trimethylpiperazin-1-yl)aniline